N,N,N-trimethyl-6-oxohexan-1-aminium iodide [I-].C[N+](CCCCCC=O)(C)C